6-(2-(3'-(tert-butyl)-[1,1'-biphenyl]-3-yl)acetyl)-2-(1-(3-chlorophenyl)cyclopropyl)-5,6,7,8-tetrahydropyrido[4,3-d]pyrimidin-4(3H)-one C(C)(C)(C)C=1C=C(C=CC1)C1=CC(=CC=C1)CC(=O)N1CC2=C(N=C(NC2=O)C2(CC2)C2=CC(=CC=C2)Cl)CC1